CS(=O)(=O)O (3S)-methanesulfonic acid